4-(1,1-difluoroethyl)-6-fluoro-1H-indole-2-carboxylic acid FC(C)(F)C1=C2C=C(NC2=CC(=C1)F)C(=O)O